N[C@@H]1C2=CC=CC=C2CC12CCN(CC2)C=2N=CC(=NC2)SC2=CC1=C(B(OC1)O)C(=C2)Cl (S)-5-((5-(1-amino-1,3-dihydrospiro[indene-2,4'-piperidin]-1'-yl)pyrazin-2-yl)thio)-7-chlorobenzo[c][1,2]oxaborol-1(3H)-ol